(1-(piperidin-4-yl)azetidin-3-yl)methanol N1CCC(CC1)N1CC(C1)CO